FC1=C2C(=CNC2=CC=C1F)NC1=NC2=C(N1NC)C(=CC(=C2)C(F)(F)F)F N2-(4,5-difluoro-1H-indol-3-yl)-7-fluoro-N1-methyl-5-(trifluoromethyl)-1H-benzo[d]imidazole-1,2-diamine